N,N-bis(phosphonomethyl)glycine phosphonate P(O)(O)=O.P(=O)(O)(O)CN(CC(=O)O)CP(=O)(O)O